hydroxy-1,1-dimethylbutyl peroxyneodecanoate C(CCCCCC(C)(C)C)(=O)OOC(C(CC)O)(C)C